C=1N=CN2C1C1=CC=CC=C1[C@@H]2[C@@H]2[C@@H](C1(C2)CCOCC1)O (1S,2R)-2-((S)-5H-Imidazo[5,1-a]isoindol-5-yl)-7-oxaspiro[3.5]nonan-1-ol